trans-4-(hydroxymethyl)cyclohexyl-7-(2-(2,2,2-trifluoroethoxy)phenyl)benzofuran-2-carboxamide OC[C@@H]1CC[C@H](CC1)C1=C(OC2=C1C=CC=C2C2=C(C=CC=C2)OCC(F)(F)F)C(=O)N